C1(CCCCC1)C1(OC=2C(=C(C=3CCNC(C3C2C)=O)C=2OC=CC2)O1)C cyclohexyl-9-(furan-2-yl)-2,4-dimethyl-7,8-dihydro-[1,3]Dioxolano[4,5-g]Isoquinoline-5(6H)-one